ethyl (2Z)-3-ethoxy-2-[(Z)-2,5,6-trichloropyridine-3-carbonyl]prop-2-enoate C(C)O\C=C(/C(=O)OCC)\C(=O)C=1C(=NC(=C(C1)Cl)Cl)Cl